(R)-2-cyclopentyl-1-(2-(3-(hydroxymethyl)piperazin-1-yl)-7,8-dihydro-1,6-naphthyridin-6(5H)-yl)ethan-1-one C1(CCCC1)CC(=O)N1CC=2C=CC(=NC2CC1)N1C[C@@H](NCC1)CO